1,2-dimethyl-N-((1-phenylcyclopropyl)methyl)-1H-pyrrolo[2,3-b]pyridine-5-carboxamide CN1C(=CC=2C1=NC=C(C2)C(=O)NCC2(CC2)C2=CC=CC=C2)C